BrC1=CC(=C(CCN(CNC(C2=CC=CC=C2)=O)CNC(C2=CC=CC=C2)=O)C=C1OC)OC N,N'-(((4-bromo-2,5-dimethoxyphenethyl)azanediyl)bis(methylene))dibenzamide